1-(4-butylphenyl)-2-(4-(hexyloxy)phenyl)diazene C(CCC)C1=CC=C(C=C1)N=NC1=CC=C(C=C1)OCCCCCC